C(C)(C)(C)C=1N=C(OC1)NC(=O)C1=CSC=2CN(CCC21)C(=O)C2=CN=C1N2C=CC=C1 N-(4-(Tert-butyl)oxazol-2-yl)-6-(imidazo[1,2-a]pyridin-3-carbonyl)-4,5,6,7-tetrahydrothieno[2,3-c]pyridin-3-carboxamid